1-(5-fluoro-3-methoxy-6-methyl-2-pyridyl)piperazine FC=1C=C(C(=NC1C)N1CCNCC1)OC